C1(CC1)C1=C(C=CC(=C1)OC)C=1N(C(C2=C(N1)SC=1C2=CC=C2C1OC(N2)=O)=O)CC2=CN=CO2 8-(2-cyclopropyl-4-methoxyphenyl)-7-(oxazol-5-ylmethyl)-3,7-dihydrooxazolo[5'',4'':3',4']benzo[1',2':4,5]thieno[2,3-d]pyrimidine-2,6-dione